NC[C@@]1(OC2=C(C1)C(=C(C(=C2)F)Cl)C2=C(C(=O)N)C=CC=C2F)C2=CC=CC=C2 2-((2S,4R)-2-(aminomethyl)-5-chloro-6-fluoro-2-phenyl-2,3-dihydrobenzofuran-4-yl)-3-fluorobenzamide